2-(4,4-difluoro-3-methylpiperidin-1-yl)-5,5-difluoro-N-(2-sulfamoylpyridin-4-yl)-5,6,7,8-tetrahydroquinoline-3-carboxamide FC1(C(CN(CC1)C1=NC=2CCCC(C2C=C1C(=O)NC1=CC(=NC=C1)S(N)(=O)=O)(F)F)C)F